[Si](C1=CC=CC=C1)(C1=CC=CC=C1)(C(C)(C)C)OCC1(CC1)OC1=CC=C(C=N1)C1=NC=CC=C1 (((tert-butyldiphenylsilyl)oxy)methyl)-6'-cyclopropyloxy-[2,3'-bipyridine]